tert-butyl (S)-(1-(3-(2-(3-methoxyazetidin-1-yl)pyridin-4-yl)-1,2,4-oxadiazol-5-yl)ethyl)carbamate COC1CN(C1)C1=NC=CC(=C1)C1=NOC(=N1)[C@H](C)NC(OC(C)(C)C)=O